BrC1=NN2C(N=C(C=C2NC[C@@]2(C[C@H](CC2)NC)C=2C=NC=CC2)C(F)(F)F)=C1 2-bromo-N-(((1S,3S)-3-(methylamino)-1-(pyridin-3-yl)cyclopentyl)methyl)-5-(trifluoromethyl)pyrazolo[1,5-a]pyrimidin-7-amine